1,30-dibromotriacontane BrCCCCCCCCCCCCCCCCCCCCCCCCCCCCCCBr